FCC(C)NC(=O)[C@@H]1CN(CC[C@H]1NC(=O)C1=NOC(=C1)C1=C(C=C(C=C1)F)F)C1CCCCC1 |o1:7,12| (3R*,4R*)-1-Cyclohexyl-4-{[5-(2,4-difluoro-phenyl)-isoxazole-3-carbonyl]-amino}-piperidine-3-carboxylic acid (2-fluoro-1-methyl-ethyl)-amide